[phenyl(terphenylyl)triazinyl]triazinyl[(dimethylfluorenyl)dibenzothiophenyl]benzene C1(=CC=CC=C1)C1=C(C(=NN=N1)C=1C(=C(C=CC1)C1=C(C=CC=2SC3=C(C21)C=CC=C3)C3=C(C(=CC=2C1=CC=CC=C1CC32)C)C)C3=NN=NC=C3)C3=C(C=CC=C3)C=3C(=CC=CC3)C3=CC=CC=C3